CC=1C=NC=CC1C1=NC=CC2=C1CNC2 4-(3-methylpyridin-4-yl)-2,3-dihydro-1H-pyrrolo[3,4-c]pyridin